O1CCC(CC1)N1C(NC=2C=NC=CC21)=O 1-(tetrahydro-2H-pyran-4-yl)-1,3-dihydro-2H-imidazo[4,5-c]pyridin-2-one